pregna-1,4,17(20)-triene-20-carboxylic acid CC(=C1CC[C@H]2[C@@H]3CCC4=CCC=C[C@]4(C)[C@H]3CC[C@]12C)C(=O)O